6-(1-methylcyclohexyl)p-cresol CC1(CCCCC1)C=1C=C(C=CC1O)C